C1(=CC=CC=C1)N1CNCC12CCCCC2 phenyl-1,3-diazaspiro[4.5]decan